C(C=C)OC=1C2=CC=CC=C2C=C2C=CC=CC12 9-allyloxyanthracene